C[C@]12[C@](CN(C1)S(=O)(=O)C)(CN(C2)C2=NC(=NC=C2C)NC=2C=NN(C2)C)C 4-((3aR,6aS)-3a,6a-Dimethyl-5-(methylsulfonyl)hexahydropyrrolo[3,4-c]pyrrol-2(1H)-yl)-5-methyl-N-(1-methyl-1H-pyrazol-4-yl)pyrimidin-2-amine